C(C)(C)(C)OC(NC1=CC=C(C=C1)S(=O)(=O)C1=CC(=NC(=C1)Cl)Cl)=O.C(CCCCCCCCC)ON(C(CCCN(C)C)=O)C(CCCCCCO)CCCCCCCCC N-(decyloxy)-4-(dimethylamino)-N-(1-hydroxyhexadecan-7-yl)butyramide tert-Butyl-N-[4-[(2,6-dichloro-4-pyridyl)sulfonyl]phenyl]carbamate